N-((1R,3S)-3-(4-acetylpiperazin-1-yl)cyclohexyl)-7-methyl-1H-indole C(C)(=O)N1CCN(CC1)[C@@H]1C[C@@H](CCC1)N1C=CC2=CC=CC(=C12)C